C1(CC1)[C@]1(C(N(CC1)CC1=CC=C(C=C1)OC)=O)C=O (S)-3-cyclopropyl-1-(4-methoxybenzyl)-2-oxopyrrolidine-3-carbaldehyde